tert-butyl N-[2-(2-bromophenyl)ethyl]-N-[3-(1,3-dioxoisoindolin-2-yl)propyl]carbamate BrC1=C(C=CC=C1)CCN(C(OC(C)(C)C)=O)CCCN1C(C2=CC=CC=C2C1=O)=O